hydroxygenistein C1=CC(=CC=C1C2=C(C3=C(C=C(C=C3OC2=O)O[C@H]4C(C([C@@H](C(O4)CO)O)O)O)O)O)O